ClCCC(O)C1=C(C=CC=C1)F 3-chloro-1-(2-fluorophenyl)propan-1-ol